1-(2-(4-((1-(2-(2,6-dioxopiperidin-3-yl)-4-methyl-1-oxo-1,2-dihydrophthalazin-6-yl)piperidin-4-yl)methyl)piperazin-1-yl)-2-oxoethyl)piperidin O=C1NC(CCC1N1C(C2=CC=C(C=C2C(=N1)C)N1CCC(CC1)CN1CCN(CC1)C(CN1CCCCC1)=O)=O)=O